C1(CC1)CN1N=CC(=C1)O 1-(cyclopropyl-methyl)-1H-pyrazol-4-ol